ClC1=C(C(=C(C=C1)NC(=O)NC1=CC(=CC=C1)F)F)C(=O)C=1C=C2N=C(C=NC2=CC1)OCCO 1-(4-chloro-2-fluoro-3-(3-(2-hydroxyethoxy)quinoxaline-6-carbonyl)phenyl)-3-(3-fluorophenyl)urea